1-[(6-Cyclopropyl-2-pyridyl)methyl]-1H-1,2,3-triazol C1(CC1)C1=CC=CC(=N1)CN1N=NC=C1